(1S)-1,5-anhydro-2,3-dideoxy-6-O-(tert-butyldiphenylsilyl)-1-C-(3,5-dimethyl-phenyl)-D-threo-hex-2-enitol [Si](C1=CC=CC=C1)(C1=CC=CC=C1)(C(C)(C)C)OC[C@@H]1[C@@H](C=C[C@H](O1)C1=CC(=CC(=C1)C)C)O